N1=CC=CC2=C(N=CC=C12)C=O [1,6-naphthyridin-5-yl]methanone